O1CCC2C1=CC=CC2 Tetrahydrobenzo[4,5]furan